COC(C1=C(C(=C(C=C1)Br)O)O)=O 4-bromo-2,3-dihydroxybenzoic acid methyl ester